C\C(=C/CC1=C(OC(=O)NCC(=O)OCC)C=C(C=C1O)CCCCC)\CCC=C(C)C ethyl (E)-((2-(3,7-dimethylocta-2,6-dien-1-yl)-3-hydroxy-5-pentylphenoxy)carbonyl)glycinate